O=C1NC(CCC1N1C(C2=CC=CC(=C2C1=O)N1CCC(CC1)CCCN1N=NC(=C1)C1=CC=C(C(=O)NC=2C=CC3=C(N=C(O3)CN3[C@H](CCC3)C)C2)C=C1)=O)=O 4-(1-(3-(1-(2-(2,6-dioxopiperidin-3-yl)-1,3-dioxoisoindolin-4-yl)piperidin-4-yl)propyl)-1H-1,2,3-triazol-4-yl)-N-(2-(((S)-2-methylpyrrolidin-1-yl)methyl)benzo[d]oxazol-5-yl)benzamide